C(C)(C)(C)OC(NCCCCCN)=O N-(5-Aminopentyl)carbamic acid tert-butyl ester